zinc-magnesium sulfate S(=O)(=O)([O-])[O-].[Mg+2].[Zn+2].S(=O)(=O)([O-])[O-]